(3S)-8-(6-tert-butylpyridin-3-yl)-3-(fluoromethyl)-6-oxo-2H,3H,4H,6H-pyrimido[2,1-b][1,3]thiazine-7-carbonitrile C(C)(C)(C)C1=CC=C(C=N1)C=1N=C2SC[C@@H](CN2C(C1C#N)=O)CF